(S)-1-(4-(((3,8-dicyano-4-(neopentylamino)quinolin-6-yl)amino)(quinolin-5-yl)methyl)-1H-1,2,3-triazol-1-yl)cyclopropane-1-carboxamide C(#N)C=1C=NC2=C(C=C(C=C2C1NCC(C)(C)C)N[C@H](C=1N=NN(C1)C1(CC1)C(=O)N)C1=C2C=CC=NC2=CC=C1)C#N